(4-fluorophenyl)((8R)-8-methyl-3-(3-(oxetan-2-yl)-1,2,4-thiadiazol-5-yl)-5,6-dihydro-[1,2,4]triazolo[4,3-a]pyrazin-7(8H)-yl)methanone ethyl-3-[methyl-(2-sulfamoylethyl)amino]propanoate C(C)OC(CCN(CCS(N)(=O)=O)C)=O.FC1=CC=C(C=C1)C(=O)N1[C@@H](C=2N(CC1)C(=NN2)C2=NC(=NS2)C2OCC2)C